N-[(4,5-dibromo-3-methyl-2-thienyl)carbonyl]-valine BrC=1C(=C(SC1Br)C(=O)N[C@@H](C(C)C)C(=O)O)C